3,6,9,12-tetraoxatridecyl carbonate C(OCCOCCOCCOCCOC)([O-])=O